2-(4-(5-(7,8-dimethyl-[1,2,4]triazolo[1,5-a]pyridin-6-yl)-6-isopropyl-4H-pyrrolo[3,2-d]thiazol-2-yl)piperidin-1-yl)-N-methylacetamide CC1=C(C=2N(C=C1C1=C(C=3N=C(SC3N1)C1CCN(CC1)CC(=O)NC)C(C)C)N=CN2)C